(R)-5-(azetidin-3-ylamino)-2-methyl-N-(1-(3-(5-(piperazin-1-ylmethyl)thiophen-2-yl)phenyl)ethyl)benzamide N1CC(C1)NC=1C=CC(=C(C(=O)N[C@H](C)C2=CC(=CC=C2)C=2SC(=CC2)CN2CCNCC2)C1)C